FC(C1CNCC1)F 3-(difluoromethyl)pyrrolidine